NCC=1C=C(C=CC1)N1N=C(C=C1C(=O)NC1=C(C=CC(=C1)C(NCC1CC1)C1=CC(=CC=C1)N)F)C(F)(F)F 1-(3-(aminomethyl)phenyl)-N-(5-((3-aminophenyl)(cyclopropylmethylamino)methyl)-2-fluorophenyl)-3-(trifluoromethyl)-1H-pyrazole-5-carboxamide